2-bishydroxymethyl-1,3-propanediol OC(C(CO)CO)O